C(C)N1CCCC1 N-ethyl-tetrahydropyrrole